6-(4-fluorophenyl)-7-((1-methyl-1H-pyrazol-3-yl)methoxy)-[1,2,4]triazolo[4,3-a]pyridin-3(2H)-one FC1=CC=C(C=C1)C=1C(=CC=2N(C1)C(NN2)=O)OCC2=NN(C=C2)C